6-oxo-6H-benzo[c]chromen-3-yl (2S)-2-{[(tert-butoxy)carbonyl]amino}-4-methylpentanoate C(C)(C)(C)OC(=O)N[C@H](C(=O)OC1=CC=C2C3=C(C(OC2=C1)=O)C=CC=C3)CC(C)C